[2-(4-chlorobenzyl)-8-methyl-4,5-dihydro-2H-furo[2,3-g]indazol-7-yl](4-methylpiperazin-1-yl)methanone ClC1=CC=C(CN2N=C3C4=C(CCC3=C2)OC(=C4C)C(=O)N4CCN(CC4)C)C=C1